tert-butyl N-[4-(4-amino-5,5-dimethyl-6-oxo-benzo[h]quinazolin-8-yl)oxycyclohexyl]carbamate NC1=NC=NC=2C3=C(C(C(C12)(C)C)=O)C=C(C=C3)OC3CCC(CC3)NC(OC(C)(C)C)=O